O=C1NC(CCC1N1C(N(C2=C1C=CC=C2CNC(CCCCCN[C@@H]2[C@@]1(CC[C@H](C2)C1(C)C)C)=O)C)=O)=O N-((1-(2,6-dioxopiperidin-3-yl)-3-methyl-2-oxo-2,3-dihydro-1H-benzo[d]imidazol-4-yl)methyl)-6-(((1R,2S,4R)-1,7,7-trimethylbicyclo[2.2.1]heptane-2-yl)amino)hexanamide